FCCCCCCCC(=O)NCCCC(C)O 8-fluoro-N-(4-hydroxypentyl)octanamide